N-(3-bromophenyl)-N-((5-(hydrazinecarbonyl)pyridin-2-yl)methyl)methanesulfonamide BrC=1C=C(C=CC1)N(S(=O)(=O)C)CC1=NC=C(C=C1)C(=O)NN